2,5-dithiodiurea C(=S)(N)NNC(=S)N